(1S,2R)-4,4-Difluoro-2-((R)-5H-imidazo[5,1-a]isoindol-5-yl)cyclohexan-1-ol FC1(C[C@@H]([C@H](CC1)O)[C@H]1N2C(C3=CC=CC=C13)=CN=C2)F